2-(5-((2-aminoethyl)amino)pyridin-2-yl)pyrimidine-4-carbaldehyde NCCNC=1C=CC(=NC1)C1=NC=CC(=N1)C=O